FC=1C=C(C=CC1OC)C1=CN=C2N1C=CN=C2NC2=CC(=C(C(=O)N1CCC(CC1)C(=O)OC)C=C2)C Methyl 1-(4-((3-(3-fluoro-4-methoxyphenyl)imidazo[1,2-a]pyrazin-8-yl)amino)-2-methylbenzoyl)piperidine-4-carboxylate